N1(C=NC=C1)CC=1C=C2C([C@H](COC2=C(C1)C1=C(C=C(C=C1)F)C)CC=1C=CC(=C(OCC(=O)O)C1)F)=O (S)-2-(5-((6-((1H-imidazol-1-yl)methyl)-8-(4-fluoro-2-methylphenyl)-4-oxochroman-3-yl)methyl)-2-fluorophenoxy)acetic acid